Cl.N[C@H]1CN(CC1)C1=C2C(=NC3=CC=C(C=C13)C1=CC(=NC=C1)NC(=O)C1CC1)CCCCC2 (R)-N-(4-(11-(3-aminopyrrolidin-1-yl)-7,8,9,10-tetrahydro-6H-cyclohepta[b]quinolin-2-yl)pyridin-2-yl)cyclopropanecarboxamide hydrochloride